C(C)(C)(C)OC(=O)N1CCN(CC1)C(=O)N1CCC(CC1)(C)CC(=O)O 2-(1-(4-(tert-Butoxycarbonyl)piperazine-1-carbonyl)-4-methylpiperidin-4-yl)acetic acid